C(C=C)C1(CCCC1)NC1=C(C=C(C(=N1)C(=O)OC)[N+](=O)[O-])C(F)(F)F methyl 6-[(1-allylcyclopentyl)amino]-3-nitro-5-(trifluoromethyl)pyridine-2-carboxylate